3-(4-(1-(2-methoxyethyl)-3-methyl-2-oxo-2,3-dihydro-1H-imidazo[4,5-c]quinolin-8-yl)phenyl)ureidopiperidine-1-carboxylate COCCN1C(N(C=2C=NC=3C=CC(=CC3C21)C2=CC=C(C=C2)NC(NC2N(CCCC2)C(=O)[O-])=O)C)=O